BrC1=C(C=C(C=C1)CCO)F 2-(4-bromo-3-fluorophenyl)ethane-1-ol